(R)-8-chloro-7-fluoro-5-(2-methyl-3,4-dihydro-quinolin-1(2H)-yl)-[1,2,4]triazolo[4,3-a]quinazoline ClC1=C(C=C2C(=NC=3N(C2=C1)C=NN3)N3[C@@H](CCC1=CC=CC=C31)C)F